[Pt].C1=CCCC=CCC1 (1,5-cyclooctadiene) platinum